O1CCN(CC1)C=1C2=C(N=CN1)NC(=C2)C2=CC=C(C=C2)NC=2C=NC(=NC2)N2CC(C2)NC(C=C)=O N-(1-(5-((4-(4-morpholino-7H-pyrrolo[2,3-d]pyrimidin-6-yl)phenyl)amino)pyrimidin-2-yl)azetidin-3-yl)acrylamide